FC=1C=C2C(=CNC(C2=CC1F)=O)[C@H](C)N(C(=O)C1=CN2C=CC=C2C=C1)C (S)-N-(1-(6,7-difluoro-1-oxo-1,2-dihydroisoquinolin-4-yl)ethyl)-N-methylindolizine-6-carboxamide